C(C)(=O)N[C@H]1[C@@H](C[C@@](O[C@@H]1[C@H]([C@H](CNC(C1=CC(=CC=C1)OC1=CC=CC=C1)=O)O)O)(C(=O)O)OCCOCCOCC#C)O (2R,4R,5S,6S)-5-acetamido-6-((1S,2S)-1,2-dihydroxy-3-(3-phenoxybenzamido)propyl)-4-hydroxy-2-(2-(2-(prop-2-yn-1-yloxy)ethoxy)ethoxy)tetrahydro-2H-pyran-2-carboxylic acid